N-amyl-4-trifluoromethylbenzenesulfonamide C(CCCC)NS(=O)(=O)C1=CC=C(C=C1)C(F)(F)F